2-tert-butylsulfonyl-N-[6-(5-chloro-1,3-benzothiazol-2-yl)spiro[3.3]heptan-2-yl]pyridine-4-carboxamide C(C)(C)(C)S(=O)(=O)C1=NC=CC(=C1)C(=O)NC1CC2(C1)CC(C2)C=2SC1=C(N2)C=C(C=C1)Cl